N-[5-(2,2-difluoroethyl)-4-methoxy-pyrimidin-2-yl]-6-(methylthio)-1H-indole-3-sulfonamide FC(CC=1C(=NC(=NC1)NS(=O)(=O)C1=CNC2=CC(=CC=C12)SC)OC)F